COC=1C(=CC2=C(N=C(S2)NC(=O)CC=2C=C(C(=O)N(C)C)C=CC2)C1)OC 3-[(5,6-Dimethoxy-benzothiazol-2-ylcarbamoyl)-methyl]-N,N-dimethyl-benzamide